Nonane-1-olate C(CCCCCCCC)[O-]